5-amino-1-isopropyl-3-(4-phenoxyphenyl)-1H-pyrazole-4-carboxamide NC1=C(C(=NN1C(C)C)C1=CC=C(C=C1)OC1=CC=CC=C1)C(=O)N